CC1C(CC(N1)C(=O)O)C(=O)O 5-methyl-2,4-pyrrolidinedicarboxylic acid